C(N)(OC1=C(C=C(C=C1)CC1=CC=C(C=C1)NC(=O)OC(CC)(C)C)C(CC)(C)C)=O 1,1-dimethylpropyl-[4-[[4-(1,1-dimethylpropoxy carbonylamino)phenyl] methyl] phenyl] carbamate